tert-butyl (3S,4S)-3,4-bis(((1S,2R)-2-phenylcyclopropyl)carbamoyl)pyrrolidine-1-carboxylate C1(=CC=CC=C1)[C@@H]1[C@H](C1)NC(=O)[C@@H]1CN(C[C@H]1C(N[C@@H]1[C@H](C1)C1=CC=CC=C1)=O)C(=O)OC(C)(C)C